N-[2-[(3-chloro-2-fluoro-phenyl)methyl-(2,2-difluoroethyl)amino]ethyl]carbamate ClC=1C(=C(C=CC1)CN(CCNC([O-])=O)CC(F)F)F